NC=1C=CC=C2C=C(N=CC12)NC(=O)NCC N-(8-amino-3-isoquinolinyl)-N'-ethyl-urea